tert-butyl rac-(1R,2R)-2-(1,2,3,4-tetrahydroisoquinolin-6-yl)cyclopropane-1-carboxylate C1NCCC2=CC(=CC=C12)[C@H]1[C@@H](C1)C(=O)OC(C)(C)C |r|